4-((1-(4-Chlorobenzyl)pyrrolidin-3-yl)amino)-N-methyl-1H-pyrrolo[2,3-b]pyridine-5-carboxamide ClC1=CC=C(CN2CC(CC2)NC2=C3C(=NC=C2C(=O)NC)NC=C3)C=C1